NC1=NC=CC=C1C1=NC=2C(=NC(=CC2)C2=CC=CC=C2)N1C1=CC=C(CN2CC3(C2)CN(CC3)C=3C(C(C3OC)=O)=O)C=C1 3-(2-(4-(2-(2-aminopyridin-3-yl)-5-phenyl-3H-imidazo[4,5-b]pyridin-3-yl)benzyl)-2,6-diazaspiro[3.4]octan-6-yl)-4-methoxycyclobut-3-ene-1,2-dione